C1(CC1)NC1CN(CC1)C=1N=CC(=NC1)C(=O)NC1=CC=2N(C=C1)N=C(C2)C 5-[3-(Cyclopropylamino)pyrrolidin-1-yl]-N-(2-methylpyrazolo[1,5-a]pyridin-5-yl)pyrazine-2-carboxamide